(E)-2-(1-methyl-1H-pyrazol-4-yl)cyclopropane-1-carboxamide CN1N=CC(=C1)C1C(C1)C(=O)N